N-(4-fluorobenzyl)ethylamine FC1=CC=C(CNCC)C=C1